(2-((2-hydroxyphenyl)amino)-6-((2,4,4-trimethylpentan-2-yl)amino)pyrimidin-4-yl)(indolin-1-yl)methanone OC1=C(C=CC=C1)NC1=NC(=CC(=N1)C(=O)N1CCC2=CC=CC=C12)NC(C)(CC(C)(C)C)C